BrC1=C(N(N=C1Cl)C)[C@@H]1[C@H](C(N(C1)C)=O)C(=O)NC1=C(C=C(C=C1)F)F (3S,4R)-4-(4-bromo-5-chloro-2-methyl-pyrazol-3-yl)-N-(2,4-difluorophenyl)-1-methyl-2-oxo-pyrrolidine-3-carboxamide